(2R,3S,4S,5R)-3-(3,4-Difluoro-2-methoxyphenyl)-N-(2-iodopyridin-4-yl)-4,5-dimethyl-5-(trifluoromethyl)tetrahydrofuran-2-carboxamide FC=1C(=C(C=CC1F)[C@H]1[C@@H](O[C@]([C@H]1C)(C(F)(F)F)C)C(=O)NC1=CC(=NC=C1)I)OC